2-acryloylthio-n-hexylthio-5-n-pentylthio-1,3,4-thiadiazole C(C=C)(=O)SC(CSC=1SC(=NN1)SCCCCC)CCCC